C[C@]12CC[C@@H](C([C@@H]1CC[C@@]3([C@@H]2CC=C4[C@]3(CC[C@@]5([C@H]4C[C@@](C[C@H]5O)(C)C(=O)O)C)C)C)(C)C)O The molecule is a pentacyclic triterpenoid with formula C30H48O4, originally isolated from Tripterygium hypoglaucum. It has a role as a plant metabolite. It is a diol, a hydroxy monocarboxylic acid and a pentacyclic triterpenoid. It derives from a hydride of an oleanane.